(S)-tert-butyl 3-(3-ethoxy-3-oxopropyl)pyrrolidine-1-carboxylate C(C)OC(CC[C@@H]1CN(CC1)C(=O)OC(C)(C)C)=O